{1-{1-[2-fluoro-4-(trifluoromethyl)benzyl]piperidin-4-yl}-3-[4-(7H-pyrrolo[2,3-d]pyrimidin-4-yl)-1H-pyrazol-1-yl]azetidin-3-yl}acetonitrile FC1=C(CN2CCC(CC2)N2CC(C2)(N2N=CC(=C2)C=2C3=C(N=CN2)NC=C3)CC#N)C=CC(=C1)C(F)(F)F